(2S,3S,4R,5R)-N-ethyl-3,4-dihydroxyl-5-(6-(methylamino)-2-(thiazol-5-yl)-9H-purin-9-yl)tetrahydrofuran-2-carboxamide C(C)NC(=O)[C@H]1O[C@H]([C@@H]([C@@H]1O)O)N1C2=NC(=NC(=C2N=C1)NC)C1=CN=CS1